CCCCCCCCCCCCCCCCCC(=O)OCC(CC)(CO)COC(=O)CCCCCCCCCCCCCCCCC trimethylolpropane distearate